N(CCO)(CCO)CCO triethanolamin